6-[5-(difluoromethyl)-1,3,4-oxadiazol-2-yl]-2-[(1R*,2S*)-1-(4-fluorophenyl)-2-hydroxy-2-phenylethyl]-2,3-dihydro-1H-isoindol-1-one FC(C1=NN=C(O1)C1=CC=C2CN(C(C2=C1)=O)[C@@H]([C@H](C1=CC=CC=C1)O)C1=CC=C(C=C1)F)F |o1:17,18|